(3-((2-((S)-2-cyanopyrrolidin-1-yl)-2-oxoethyl)amino)adamantan-1-yl)carbamic acid heptyl ester C(CCCCCC)OC(NC12CC3(CC(CC(C1)C3)C2)NCC(=O)N2[C@@H](CCC2)C#N)=O